2-cyclobutyl-N-(4'-(5-(trifluoromethyl)-1,2,4-oxadiazol-3-yl)-[2,2'-bipyridyl]-4-yl)acetamide C1(CCC1)CC(=O)NC1=CC(=NC=C1)C1=NC=CC(=C1)C1=NOC(=N1)C(F)(F)F